C(CCCCCCC\C=C/CCCCCCCC)(=O)OC(C)C propan-2-yl oleate